BrC1=C(NCC)C(=CC=C1)[N+](=O)[O-] 2-Bromo-N-ethyl-6-nitro-aniline